C(CCC)[C@]1(CS(C2=C(N(C1)C1=CC=CC=C1)C=C(C(=C2)CSC(C(=O)O)(C)C)OC)(=O)=O)C |r| racemic-2-(((3-butyl-7-methoxy-3-methyl-1,1-dioxido-5-phenyl-2,3,4,5-tetrahydro-1,5-benzothiazepin-8-yl)methyl)thio)-2-methylpropanoic acid